CN(CC(=O)N1CCC(CC1)NCC=1C=C2C=C(N(C2=CC1)CC(F)(F)F)C#CCNC=1C=CC(=NC1)C(=O)NC1CCN(CC1)C)C 5-[(3-{5-[({1-[2-(dimethylamino)-acetyl]piperidin-4-yl}amino)methyl]-1-(2,2,2-trifluoroethyl)-1H-indol-2-yl}prop-2-yn-1-yl)amino]-N-(1-methylpiperidin-4-yl)pyridine-2-carboxamide